7,7'-(2,2'-dichloro-[1,1'-biphenyl]-3,3'-diyl)bis(2-(((S)-5-oxopyrrolidin-2-yl)methyl)pyrrolo[1,2-d][1,2,4]triazin-1(2H)-one) ClC1=C(C=CC=C1C=1C=C2N(C=NN(C2=O)C[C@H]2NC(CC2)=O)C1)C1=C(C(=CC=C1)C=1C=C2N(C=NN(C2=O)C[C@H]2NC(CC2)=O)C1)Cl